5-bromo-N,N-dimethyl-1,3,4-thiadiazol-2-amine BrC1=NN=C(S1)N(C)C